1-{(3S)-3-[2-{(2E)-2-[(3-methylphenyl)methylidene]hydrazinyl}-4-(morpholin-4-yl)-5,7-dihydro-6H-pyrrolo[3,4-d]pyrimidin-6-yl]pyrrolidin-1-yl}prop-2-en-1-one CC=1C=C(C=CC1)\C=N\NC=1N=C(C2=C(N1)CN(C2)[C@@H]2CN(CC2)C(C=C)=O)N2CCOCC2